3-chloro-2-fluoro-N-[4-fluoro-5-(2-morpholin-4-ylpyrimidin-5-yl)-2-[rac-(3R,5S)-3,4,5-trimethylpiperazin-1-yl]phenyl]benzamide ClC=1C(=C(C(=O)NC2=C(C=C(C(=C2)C=2C=NC(=NC2)N2CCOCC2)F)N2C[C@H](N([C@H](C2)C)C)C)C=CC1)F |r|